2-morpholino-4H-benzo[g]chromen O1CCN(CC1)C=1OC2=CC3=C(C=C2CC1)C=CC=C3